O=C1N(C=NC2=CC(=CC=C12)S(=O)(=O)N1CCC(CC1)C1=CC=C(C=C1)OCCOCCOS(=O)(=O)C1=CC=C(C)C=C1)CC(=O)OC(C)(C)C tert-butyl 2-(4-oxo-7-((4-(4-(2-(2-(tosyloxy)ethoxy)ethoxy)phenyl)piperidin-1-yl)sulfonyl)quinazolin-3(4H)-yl)acetate